5-methyl-1-(pyridin-2-yl)-N3-(4-(2-(pyrrolidin-1-yl)ethoxy)phenyl)-1H-1,2,4-triazole-3,5-diamine CC1(N=C(NN1C1=NC=CC=C1)NC1=CC=C(C=C1)OCCN1CCCC1)N